2-thienyl-ethyl-ammonium iodide [I-].S1C(=CC=C1)[NH2+]CC